OC1=CC(CC(C1)C1=NC=C(C=C1)C1=CC(=CC=C1)OC(F)(F)F)=O 3-hydroxy-5-(5-(3-(trifluoromethoxy)phenyl)pyridin-2-yl)cyclohex-2-en-1-one